2-[2-[2-[2-[2-[2-[2-[(4-nitrophenyl)sulfonylamino]ethoxy]ethoxy] ethoxy]ethoxy] ethoxy]ethoxy]ethyl 4-methylbenzenesulfonate CC1=CC=C(C=C1)S(=O)(=O)OCCOCCOCCOCCOCCOCCOCCNS(=O)(=O)C1=CC=C(C=C1)[N+](=O)[O-]